potassium tetracyano-platinum (II) C(#N)[Pt-2](C#N)(C#N)C#N.[K+].[K+]